N,N-dimethyl-N-(2-(methylamino)ethyl)-2-oxopropan-1-aminium C[N+](CC(C)=O)(CCNC)C